tert-butyl 3-((6-(8-(2,4-dichlorophenyl)-3-(methoxycarbonyl)-6,7-dihydro-5H-benzo[7]annulen-9-yl)pyridin-3-yl)methyl)azetidine-1-carboxylate ClC1=C(C=CC(=C1)Cl)C=1CCCC2=C(C1C1=CC=C(C=N1)CC1CN(C1)C(=O)OC(C)(C)C)C=CC(=C2)C(=O)OC